tert-Butyl (S)-4-(7-(4-chloropyridin-2-yl)-5-formamido-7H-pyrrolo[2,3-d]pyrimidin-4-yl)-3-methylpiperazine-1-carboxylate ClC1=CC(=NC=C1)N1C=C(C2=C1N=CN=C2N2[C@H](CN(CC2)C(=O)OC(C)(C)C)C)NC=O